C(C)(=O)NC(C(=O)O)=CC1=CC(=C(C=C1)OC(C)=O)OC 2-acetamido-3-(3-methoxy-4-acetoxyphenyl)acrylic acid